CC=1N=C(SC1)C(=O)N1CCC(CC1)C(=O)N1N=CCC1C1=CC=CC=C1 (4-methylthiazol-2-yl)(4-(5-phenyl-4,5-dihydro-1H-pyrazole-1-carbonyl)piperidin-1-yl)methanone